(R)-4-(4-(4-hydroxyphenyl)-3-methylpiperazin-1-yl)-2-(trifluoromethyl)benzonitrile OC1=CC=C(C=C1)N1[C@@H](CN(CC1)C1=CC(=C(C#N)C=C1)C(F)(F)F)C